ClC=1C=NC(=C(C(=O)NC2CCC(CC2)CN2C(N(C3=C2C=CC=C3)C=3C=CC(=NC3)C(=O)NC3=CC=NC=C3)=O)C1)C 5-(3-(((1r,4r)-4-(5-chloro-2-methylnicotinamido)cyclohexyl)methyl)-2-oxo-2,3-dihydro-1H-benzo[d]imidazol-1-yl)-N-(pyridin-4-yl)picolinamide